ClC1=C(C=C(C=C1)F)C1NC(CC=2C1=C(OC2C(=O)NC2CCC2)NC(C2=CC(=CC(=C2)C(F)(F)F)F)=O)=O 4-(2-Chloro-5-fluorophenyl)-N-cyclobutyl-3-(3-fluoro-5-trifluoromethylbenzoylamino)-6-oxo-4,5,6,7-tetrahydrofurano[3,4-c]pyridine-1-carboxamide